C(CCCCC)C=1C=C(COC(CCCCCCCN(C(CCCN(C)C)=O)C(CCCCC=CC(=O)OCCC(CCCCC)CCCCC)CCCCCCCCCC)=O)C=C(C1)CCCCCC 3-Pentyloctyl 8-(N-(8-((3,5-dihexylbenzyl)oxy)-8-oxooctyl)-4-(dimethylamino)-butanamido)-octadecenoate